N-ethyl-2-(3',4',5'-tris(octadecyloxy)benzyloxy)-4-methoxybenzylamine C(C)NCC1=C(C=C(C=C1)OC)OCC1=CC(=C(C(=C1)OCCCCCCCCCCCCCCCCCC)OCCCCCCCCCCCCCCCCCC)OCCCCCCCCCCCCCCCCCC